3-iodo-2,3,4,5-tetrahydro-1H-1-benzazepin-2-one IC1C(NC2=C(CC1)C=CC=C2)=O